N[C@H]1[C@H]2CC[C@@H](C1)N2C=2N(C(C1=C(N2)NC=C1C1=C(C2=C(N(N=C2C=C1)CC)C(F)F)Cl)=O)C 2-((1R,2R,4S)-2-amino-7-azabicyclo[2.2.1]heptan-7-yl)-5-(4-chloro-3-(difluoromethyl)-2-ethyl-2H-indazol-5-yl)-3-methyl-3,7-dihydro-4H-pyrrolo[2,3-d]pyrimidin-4-one